trifluoro-2-hydroxypropyl-t-8-methoxy-3-methylcinnoline-6-carboxamide FNC(=O)C=1C(=C2C(=C(N=NC2=C(C1F)OC)C)CC(C)O)F